C(CCCCC)C(C(=O)OCCCCOC([C@H](CC(=O)O)O)=O)CCCCCCCC (3S)-4-(4-((2-Hexyldecanoyl)oxy)butoxy)-3-hydroxy-4-oxobutanoic acid